2-formyl-6-(methylcarbamoyl)isonicotinic acid tert-butyl ester C(C)(C)(C)OC(C1=CC(=NC(=C1)C(NC)=O)C=O)=O